FC(F)(F)C1=NC=C(C=N1)S(=O)(=O)Cl (trifluoromethyl)pyrimidine-5-sulfonyl chloride